2-(tert-butoxycarbonyl)-alaninamide C(C)(C)(C)OC(=O)[C@](N)(C)C(=O)N